5-chloro-4-methoxybenzoate ClC=1C(=CC=C(C(=O)[O-])C1)OC